(1-(Ethyl(isopropyl)amino)isoquinoline-3-carboxamido)2-methylbenzoic acid C(C)N(C1=NC(=CC2=CC=CC=C12)C(=O)NC=1C(=C(C(=O)O)C=CC1)C)C(C)C